C1(CC1)N1C=C(C(C2=CC(=C(C=C12)N1CCC(CC1)C(=O)O)F)=O)CN(CC1=CC(=NC=C1)C)[C@@H]1CN(CCC1)C=1C=NC(=CC1)C 1-[1-cyclopropyl-6-fluoro-3-({[(3S)-1-(6-methylpyridin-3-yl)piperidin-3-yl][(2-methylpyridin-4-yl)methyl]amino}methyl)-4-oxo-1,4-dihydroquinolin-7-yl]piperidine-4-carboxylic acid